NC=1C(=NC(=C(C1)Br)C(F)(F)F)C(=O)OC methyl 3-amino-5-bromo-6-(trifluoromethyl)pyridine-2-carboxylate